C1=CC=C(C=C1)C(=O)[O-].[Na+] The molecule is an organic sodium salt resulting from the replacement of the proton from the carboxy group of benzoic acid by a sodium ion. It has a role as an antimicrobial food preservative, a drug allergen, an EC 1.13.11.33 (arachidonate 15-lipoxygenase) inhibitor, an EC 3.1.1.3 (triacylglycerol lipase) inhibitor, an algal metabolite, a human xenobiotic metabolite and a plant metabolite. It contains a benzoate.